ClC=1C=2C(N=C3N(C2C=CC1)C1=CC(=CC=C1C31CC(C1)N(C(C)=O)C)C1CCN(CC1)C(=O)OC(C)(C)C)=O tert-butyl 4-(4'-chloro-3-(N-methylacetamido)-5'-oxo-5'H-spiro[cyclobutane-1,7'-indolo[1,2-a]quinazolin]-10'-yl)piperidine-1-carboxylate